1-(6-(4-((3-Chloro-2-fluoro-4-isopropoxyphenyl)amino)pyrido[3,2-d]pyrimidin-6-yl)-1,6-diazaspiro[3.3]heptan-1-yl)prop-2-en-1-one ClC=1C(=C(C=CC1OC(C)C)NC=1C2=C(N=CN1)C=CC(=N2)N2CC1(CCN1C(C=C)=O)C2)F